C(#N)C1=C(C=C(C=C1)NC([C@@](CN1CCC2=CC(=CC=C12)F)(C)O)=O)C(F)(F)F (S)-N-(4-cyano-3-(trifluoromethyl)phenyl)-3-(5-fluoroindolin-1-yl)-2-hydroxy-2-methylpropanamide